perfluoro-n-heptyl-carboxylic acid FC(C(C(C(C(C(C(F)(F)F)(F)F)(F)F)(F)F)(F)F)(F)F)(C(=O)O)F